trans-N1-[4-[(3-isopropyl)pyrazolo[1,5-a]pyrimidin-5-yl]pyrimidin-2-yl]-N4-(tetrahydro-2H-pyran-4-yl)cyclohexane-1,4-diamine C(C)(C)C=1C=NN2C1N=C(C=C2)C2=NC(=NC=C2)N[C@@H]2CC[C@H](CC2)NC2CCOCC2